C(C=C)(=O)NC1=CC=C(C=C1)B(O)O 4-(acrylamido)phenyl-boronic acid